(2S)-2-amino-N-[(4-methylsulfonylphenyl)methyl]Glutaramide hydrochloride Cl.N[C@H](C(=O)NCC1=CC=C(C=C1)S(=O)(=O)C)CCC(=O)N